BrC=1C=C(C(N(C1)C)=O)NC1=NC=C(C=C1)C(=O)N1CCOCC1 5-Bromo-1-methyl-3-(5-(morpholine-4-carbonyl)pyridin-2-ylamino)pyridine-2(1H)-one